BrC1=CC=C(S1)S(=O)(=O)NC(C)(C)C 5-bromo-N-(tert-butyl)thiophene-2-sulfonamide